FC1=CC=C2C=C(N=CC2=C1C=1N=C(N2C1CN(CC2)C(=O)NC)C2CCOCC2)C2CCOCC2 1-(7-fluoro-3-(tetrahydro-2H-pyran-4-yl)isoquinolin-8-yl)-N-methyl-3-(tetrahydro-2H-pyran-4-yl)-5,6-dihydroimidazo[1,5-a]pyrazine-7(8H)-carboxamide